5-cyano-N,N-dimethyl-2-(8,8,8-trifluorooctylamino)benzenesulfonamide C(#N)C=1C=CC(=C(C1)S(=O)(=O)N(C)C)NCCCCCCCC(F)(F)F